7-((3S,4S)-4-((4-chlorophenyl)amino)-3-methylpiperidin-1-yl)-2,4-dimethyl-5-oxo-4,5-dihydrothiazolo[5,4-b]pyridine-6-carbonitrile ClC1=CC=C(C=C1)N[C@@H]1[C@H](CN(CC1)C=1C2=C(N(C(C1C#N)=O)C)SC(=N2)C)C